iridium(1+) bis(2-(2,4-difluorophenyl)-5-(trifluoromethyl)pyridine) FC1=C(C=CC(=C1)F)C1=NC=C(C=C1)C(F)(F)F.FC1=C(C=CC(=C1)F)C1=NC=C(C=C1)C(F)(F)F.[Ir+]